4-(4-(4-(4-bromophenyl)piperazin-1-yl)phenyl)-2-(2-hydroxypentan-3-yl)-2,4-dihydro-3H-1,2,4-triazol-3-one BrC1=CC=C(C=C1)N1CCN(CC1)C1=CC=C(C=C1)N1C(N(N=C1)C(C(C)O)CC)=O